[Cl-].[Cl-].CC1(C(=C(C=C1)C(C)(C(C)C)C)C)[Zr+2]C1(C(=C(C=C1)C(C)(C(C)C)C)C)C Bis(1,2-dimethyl-3-(2,3-dimethylbutan-2-yl)cyclopentadienyl)zirconium dichloride